1H-imidazo[4,5-B]pyridine-2(3H)-thione N1C(NC2=NC=CC=C21)=S